5-[5-(4-chlorophenyl)-1-[2-(trifluoromethyl)phenyl]pyrrol-2-yl]-N-[2-(dimethylamino)ethyl]-thiophene-2-carboxamide hydrochloride Cl.ClC1=CC=C(C=C1)C1=CC=C(N1C1=C(C=CC=C1)C(F)(F)F)C1=CC=C(S1)C(=O)NCCN(C)C